C1N(CC2=CC=CC=C12)CC1=CC(C(=CO1)OCC1CCN(CC1)C(=O)OC(C(F)(F)F)C)=O 1,1,1-trifluoropropan-2-yl 4-(((6-(isoindolin-2-ylmethyl)-4-oxo-4H-pyran-3-yl)oxy)methyl)piperidine-1-carboxylate